C1(CC1)C=1C=[N+](C=C(C1)F)[O-] 3-cyclopropyl-5-fluoro-1-oxido-pyridin-1-ium